N,N'-(Naphthalene-1,4-diyl)bis(3-cyano-4-fluorobenzenesulfonamide) C1(=CC=C(C2=CC=CC=C12)NS(=O)(=O)C1=CC(=C(C=C1)F)C#N)NS(=O)(=O)C1=CC(=C(C=C1)F)C#N